ClC=1C(N(N=CC1NC[C@@]1(COCCC1)F)C1=CC=C(C=C1)[C@@H]1O[C@H](CC1)C1CC1)=O 4-chloro-2-(4-((2R,5R)-5-cyclopropyltetrahydrofuran-2-yl)phenyl)-5-((((S)-3-fluorotetrahydro-2H-pyran-3-yl)methyl)amino)pyridazin-3(2H)-one